CN1CCC(CC1)(C#N)O[Si](C)(C)C 1-methyl-4-((trimethylsilyl)oxy)piperidine-4-carbonitrile